tert-butyl 3-(7-bromo-2-(tert-butoxycarbonyl)-1-oxoisoindol-4-yl)-1H-pyrrolo[2,3-b]pyridine-1-carboxylate BrC=1C=CC(=C2CN(C(C12)=O)C(=O)OC(C)(C)C)C1=CN(C2=NC=CC=C21)C(=O)OC(C)(C)C